N-[1,2,5,6-tetrahydro-4-methyl-1-(phenylmethyl)-3-pyridyl]acetamide CC1=C(CN(CC1)CC1=CC=CC=C1)NC(C)=O